O1C(=CC2=C1C=CC=C2)C2=C(N=C1N(C2=O)C=CC(=C1)OC)C(F)(F)F 3-(1-benzofuran-2-yl)-8-methoxy-2-(trifluoromethyl)-4H-pyrido[1,2-a]pyrimidin-4-one